FC=1C2=C(C(=NC1)C)CC(C2)CNCCC2CN(C(O2)=O)C2=NC1=C(OCC(N1)=O)N=C2 6-[5-[2-[(4-fluoro-1-methyl-6,7-dihydro-5H-cyclopenta[c]pyridin-6-yl)methylamino]ethyl]-2-oxo-1,3-oxazolidin-3-yl]-4H-pyrazino[2,3-b][1,4]oxazin-3-one